(R)-(m-fluorophenyl){4-(3-phenylpropyl)-7-azabicyclo[2.2.1]hept-1-yl}methanol FC=1C=C(C=CC1)[C@@H](O)C12CCC(CC1)(N2)CCCC2=CC=CC=C2